NC1=NC(=NC=C1C#N)NCCCN(C)C 4-amino-2-((3-(dimethylamino)propyl)amino)pyrimidine-5-carbonitrile